FC=1C=C(C=CC1)C#CC=1C=C2CCC(C2=CC1)N1C[C@H](CC1)C(=O)O |r| Racemic-(3S)-1-(5-((3-fluorophenyl)ethynyl)-2,3-dihydro-1H-inden-1-yl)pyrrolidine-3-carboxylic acid